C(C)N1C[C@H]2OCCN([C@H]2C1)C=1C(=C(C#N)C=CC1)C1=CC=C2C(=N1)N=CO2 |o1:4,9| rel-(4aS,7aR)-6-ethyl-2,3,4a,5,7,7a-hexahydropyrrolo[3,4-b][1,4]oxazin-4-yloxazolo[4,5-b]pyridin-5-ylbenzonitrile